(9-(2-ethoxy-2-oxoethoxy)-3-azaspiro[5.5]undecan-3-yl)methane C(C)OC(COC1CCC2(CCN(CC2)C)CC1)=O